1-N'-[6-(2,3-dihydro-[1,4]dioxino[2,3-b][1,5]naphthyridin-6-yloxy)-5-fluoropyridin-3-yl]-1-N-(4-fluorophenyl)cyclopropane-1,1-dicarboxamide O1CCOC2=NC=3C(=CC=NC3C=C21)OC2=C(C=C(C=N2)NC(=O)C2(CC2)C(=O)NC2=CC=C(C=C2)F)F